OC[C@]12[C@H]3CC[C@@]4(C(CC[C@H]4[C@@H]3CCC2=CC(CC1)=O)=O)C (8R,9S,10S,13S,14S)-10-(hydroxymethyl)-13-methyl-2,6,7,8,9,11,12,14,15,16-decahydro-1H-cyclopenta[a]phenanthrene-3,17-dione